[Br].C(CC)NN1CN(C=C1)C 1-propylamino-3-methylimidazole bromine salt